dotriacontanate C(CCCCCCCCCCCCCCCCCCCCCCCCCCCCCCC)(=O)[O-]